Methyl (1S,2S,4E,6R)-2-amino-6-((dimethylcarbamoyl)oxy)cyclooct-4-ene-1-carboxylate N[C@@H]1[C@H](CC[C@H](/C=C/C1)OC(N(C)C)=O)C(=O)OC